O1CCN(CC1)CCN1C(NC2=C1C=CC=C2)=O 1-(2-morpholinoethyl)-1,3-dihydro-2H-benzo[d]imidazol-2-one